C(C1=CC=CC=C1)OC(=O)N1CCC2(CC1)CCC(CC2)N2C=C(C1=C2N=CN=C1N)C1=CC=C(C=C1)OC1=CC=CC=C1 9-(4-amino-5-(4-phenoxyphenyl)-7H-pyrrolo[2,3-d]pyrimidin-7-yl)-3-azaspiro[5.5]undecane-3-carboxylic acid benzyl ester